FC1=C(N=CC2=C1N=C(N=C2N2CC1CC(CC(C2)N1C(=O)OCC1=CC=CC=C1)=O)OCC12CCCN2CCC1)C1=CC(=CC2=CC=CC=C12)OCOC benzyl 3-(8-fluoro-7-(3-(methoxymethoxy)naphthalen-1-yl)-2-((tetrahydro-1H-pyrrolizin-7a(5H)-yl)methoxy)pyrido[4,3-d]pyrimidin-4-yl)-7-oxo-3,9-diazabicyclo[3.3.1]nonan-9-carboxylate